4-(methylamino)phenol hemisulfate S(=O)(=O)(O)OC1=CC=C(C=C1)NC